C(C)(C)(C)N1N=C(C=C1)C(=O)NC1=CC(=C(C=C1)C)C=1C=C(C=2N(C1)C=CN2)N2CCOCC2 1-(Tert-butyl)-N-(4-methyl-3-(8-morpholinoimidazo[1,2-a]pyridin-6-yl)phenyl)-1H-pyrazole-3-carboxamide